4-(4-(cyclopropanecarbonyl)piperazin-1-yl)-9-(5-(difluoromethyl)-1,3,4-thiadiazol-2-yl)-9H-pyrimido[4,5-b]indole-7-sulfonamide C1(CC1)C(=O)N1CCN(CC1)C1=NC=NC=2N(C3=CC(=CC=C3C21)S(=O)(=O)N)C=2SC(=NN2)C(F)F